(1R,3r)-3-(3-(6-(3-methylisoxazol-5-yl)pyrrolo[1,2-b]pyridazin-4-yl)-3,8-diazabicyclo[3.2.1]octan-8-yl)cyclobutane-1-carbonitrile CC1=NOC(=C1)C=1C=C2N(N=CC=C2N2C[C@H]3CCC(C2)N3C3CC(C3)C#N)C1